C(C1=CC=CC=C1)OC1=NC(=CC=C1C1=NN(C2=CC(=CC=C12)N1C[C@H]([C@@H](CC1)N(C(OC(C)(C)C)=O)C)C)C)OCC1=CC=CC=C1 tert-butyl N-[(3R,4R)-1-[3-(2,6-dibenzyloxy-3-pyridyl)-1-methyl-indazol-6-yl]-3-methyl-4-piperidyl]-N-methyl-carbamate